6-(trifluoromethyl)benzo[b]thiophene-2-carboxamide FC(C=1C=CC2=C(SC(=C2)C(=O)N)C1)(F)F